FC(C1=NN(C=C1C(=O)NNC1=CC=C(C=C1)OC1=C(C(=CC=C1C)C)C)C)F 3-(difluoromethyl)-1-methyl-N'-(4-(2,3,6-trimethylphenoxy)phenyl)-1H-pyrazole-4-hydrazide